CN1C[C@H](CCC1)N1CC=C2N1C(=CC(=N2)N2N=C(C=C2)C=2C=C(C=CC2)C)N2CCOCC2 N-[(3S)-1-methyl-3-piperidyl]-7-morpholino-5-[3-(m-tolyl)pyrazol-1-yl]pyrazolo[1,5-a]pyrimidine